FC(C=1C=C(C=CC1)[C@@H](C)N)(F)F |r| (R/S)-1-(3-(trifluoromethyl)phenyl)ethan-1-amine